5-(2-methoxyethoxymethyl)-3-phenyl-1H-indol-7-amine COCCOCC=1C=C2C(=CNC2=C(C1)N)C1=CC=CC=C1